N-[(3R)-7-[[(2-cyano-2-methyl-propionyl)amino]carbamoyl]-8-fluoro-4-oxo-3,5-dihydro-2H-1,5-benzothiazepine-3-Yl]carbamic acid tert-butyl ester C(C)(C)(C)OC(N[C@H]1CSC2=C(NC1=O)C=C(C(=C2)F)C(NNC(C(C)(C)C#N)=O)=O)=O